ClCC=1N=C(OC1)C1=NC=C(C=C1)Cl (chloromethyl)-2-(5-chloropyridin-2-yl)oxazole